Br.COC=1C=C(CN2C(SC3=C2CCC3)=N)C=CC1 3-(3-Methoxybenzyl)-3,4,5,6-tetrahydro-2H-cyclopenta[d]thiazol-2-imine hydrogen bromide